C(C=C)N1N(C2=NC(=NC=C2C1=O)NC1=CC2=C(N(C=N2)C)C=C1)C1=NC(=CC=C1)OC1CCN(CC1)C 2-allyl-6-(1-methyl-1H-1,3-benzimidazol-5-ylamino)-1-[6-(1-methyl-4-piperidyloxy)-2-pyridyl]-1,2-dihydro-3H-1,2,5,7-tetraazainden-3-one